tert-butyl (3-methoxy-5-nitropyridin-2-yl)carbamate COC=1C(=NC=C(C1)[N+](=O)[O-])NC(OC(C)(C)C)=O